NC=1C=C(C=CC1)C1=NN=C(O1)NC1=CC=C(C=C1)C=1C=NN(C1)C1OCCCC1 5-(3-aminophenyl)-N-(4-(1-(tetrahydro-2H-pyran-2-yl)-1H-pyrazol-4-yl)phenyl)-1,3,4-oxadiazol-2-amine